ClC=1C=C(C2=C(C(OC(=N2)C=2N(N=C(C2)CSC)C2=NC=CC=C2Cl)=O)C1)C 6-chloro-2-[2-(3-chloro-2-pyridinyl)-5-(methylsulfanylmethyl)pyrazol-3-yl]-8-methyl-3,1-benzoxazin-4-one